5-bromo-7-fluoro-1-[(cis)-3-hydroxy-3-methylcyclobutyl]-1,3-dihydro-1,3-benzimidazol-2-one BrC1=CC2=C(N(C(N2)=O)C2CC(C2)(C)O)C(=C1)F